N1=C(N)N=C(N)N=C1N.C(C)P(O)(=O)CC diethyl-phosphinic acid melamine salt